N(=[N+]=[N-])CC(=O)O 2-azidoacetic acid